2-amino-5-(1-(1-(tetrahydro-2H-pyran-4-yl)piperidin-4-yl)-1H-indazol-5-yl)nicotinic acid methyl ester COC(C1=C(N=CC(=C1)C=1C=C2C=NN(C2=CC1)C1CCN(CC1)C1CCOCC1)N)=O